N-(5-(5-(difluoromethyl)-1-methyl-1H-1,2,4-triazol-3-yl)-6-methylpyridin-2-yl)-5-azaspiro[2.4]heptane-7-amine FC(C1=NC(=NN1C)C=1C=CC(=NC1C)NC1CNCC12CC2)F